C(C)(C)(C)OC(N[C@H](C(=O)NCC1=CC=C(C=C1)C1=CC(=C(C=C1)Cl)Cl)CCCC)=O (S)-(1-(((3',4'-dichloro-[1,1'-biphenyl]-4-yl)methyl)amino)-1-oxohex-2-yl)carbamic acid tert-butyl ester